6-(2-allyl-6-((4-(4-(dimethylamino)piperidin-1-yl)-3-methylphenyl)amino)-3-oxo-2,3-Dihydro-1H-pyrazolo[3,4-d]pyrimidin-1-yl)pyridine-2-sulfonamide C(C=C)N1N(C2=NC(=NC=C2C1=O)NC1=CC(=C(C=C1)N1CCC(CC1)N(C)C)C)C1=CC=CC(=N1)S(=O)(=O)N